(R)-Benzyl (1-cyanopropyl)carbamate C(#N)[C@@H](CC)NC(OCC1=CC=CC=C1)=O